(difluoromethyl)-N-[(2R,4R)-2-methyltetrahydro-2H-pyran-4-yl]-3-nitroquinolin-4-amine FC(F)C1=NC2=CC=CC=C2C(=C1[N+](=O)[O-])N[C@H]1C[C@H](OCC1)C